ClC1=NC=CC(=C1)C1=C2C=NC(=NC2=CC=C1)NC=1C=CC(=C(C1)NC(=O)C1=CC=C(C(=O)OCC)C=C1)C ethyl 4-((5-((5-(2-chloropyridin-4-yl)quinazolin-2-yl)amino)-2-methylphenyl)carbamoyl)benzoate